C(C1=CC=CC=C1)N1C[C@H]([C@@H](C1)C=1SC=CC1)C(=O)OC |r| Methyl (±)-trans-1-benzyl-4-(thiophen-2-yl)pyrrolidine-3-carboxylate